ClC=1N=C(C2=C(N1)N=CC=C2)CC2=CC=C(C=C2)C=2N(C=C(N2)C(F)(F)F)C 2-chloro-4-(4-(1-methyl-4-(trifluoromethyl)-1H-imidazol-2-yl)benzyl)pyrido[2,3-d]pyrimidine